5-bromo-4-chloro-pyrrolo[2,1-f][1,2,4]triazine BrC=1C=CN2N=CN=C(C21)Cl